[Co+2].[Cu+2].[O-2].[Ce+3] cerium oxide copper cobalt